CC=1C=C(CSCC2=CC(=C(C(=C2)C(C)(C)C)O)C)C=C(C1O)C(C)(C)C bis(3-methyl-4-hydroxy-5-tert-butylbenzyl) sulfide